5-((2-(1H-pyrazol-1-yl)pyridin-4-yl)oxy)pyridin-2-amine N1(N=CC=C1)C1=NC=CC(=C1)OC=1C=CC(=NC1)N